COC(CC1C2CNCC12C)=O 2-(1-methyl-3-azabicyclo[3.1.0]hexane-6-yl)acetic acid methyl ester